2-Chloro-N-{2-[4-(difluoromethyl)-1,3-thiazol-5-yl]-2-(4-{[(6-fluoropyrazin-2-yl)-oxy]methyl}piperidin-1-yl)ethyl}-6-fluorobenzamid ClC1=C(C(=O)NCC(N2CCC(CC2)COC2=NC(=CN=C2)F)C2=C(N=CS2)C(F)F)C(=CC=C1)F